NC=1C(=C(C(=O)OCC)C=C(C1)Cl)Cl ethyl 3-amino-2,5-dichlorobenzoate